N(=[N+]=[N-])C12CCCC(=C2C(CCC1)N=[N+]=[N-])N=[N+]=[N-] 1,5,7-triazido-bicyclo(4.4.0)dec-5-ene